C(C)(=O)N1C(=O)NC(=O)C=C1 N-acetyluracil